C1C(NCC2=C1C3=CC=CC=C3N2)C(=O)O tetrahydro-beta-carboline-3-carboxylic acid